C(C)(C)(C)OC(=O)[C@@H]1CC[C@H](CC1)N1CCC(CC1)C1=C(C=C(C=C1)NC1C(NC(CC1)=O)=O)F trans-tert-butyl-4-(4-(4-((2,6-dioxopiperidin-3-yl)amino)-2-fluorophenyl)piperidin-1-yl)cyclohexane-1-carboxylate